C(#N)C1=C2C(=NC=C1OC1=CC(=NC=C1)NC(C[C@H]1OCCCC1)=O)N=C(N2C)NC=2C(N(C=C(C2)C(F)(F)F)C)=O (S)-N-(4-((7-cyano-1-methyl-2-((1-methyl-2-oxo-5-(trifluoromethyl)-1,2-dihydropyridin-3-yl)amino)-1H-imidazo[4,5-b]pyridin-6-yl)oxy)pyridin-2-yl)-2-(tetrahydro-2H-pyran-2-yl)acetamide